3-(6-(4-(hydroxymethyl)piperidin-1-yl)-1-oxoisoindolin-2-yl)piperidine OCC1CCN(CC1)C1=CC=C2CN(C(C2=C1)=O)C1CNCCC1